N[C@H](C(=O)OCCCC)C butyl (S)-2-aminopropionate